CC1=NC(=CC(=N1)N1CC2(CC1)CCNCC2)C(F)(F)F 2-[2-methyl-6-(trifluoromethyl)pyrimidin-4-yl]-2,8-diazaspiro[4.5]decane